ClC=1C(=C(CN2[C@@H](C[C@@](CC2)(C(=O)O)CC2=NC(=NC(=C2F)C#N)NC2=NNC(=C2)C)C)C=CC1)F (2R,4R)-1-(3-chloro-2-fluorobenzyl)-4-((6-cyano-5-fluoro-2-((5-methyl-1H-pyrazol-3-yl)amino)pyrimidin-4-yl)methyl)-2-methyl-piperidine-4-carboxylic acid